4-methoxycarbonyloxytetrahydrothiophene-1,1-dioxide COC(=O)OC1CCS(C1)(=O)=O